C(C(=C)C)(=O)OC(C=1C(=CC=CC1)C(C)(C)OC(C(=C)C)=O)(C)C tetramethylxylylene dimethacrylate